[Cl-].[Cl-].FC(C1=CC=C(C=C1)C(=[Zr+2](C1=C(C(=CC=2C3=CC(=C(C=C3CC12)C(C)(C)C)C(C)(C)C)C(C)(C)C)C(C)(C)C)C1C=CC=C1)C1=CC=C(C=C1)C(F)(F)F)(F)F di(p-trifluoromethyl-phenyl)methylene(cyclopentadienyl)(2,3,6,7-tetratert-butylfluorenyl)zirconium dichloride